Br.[Br-].NCCCCCC[N+](C)(C)C (6-aminohexyl)trimethylammonium bromide hydrobromide